(E)-(4-(tert-butoxy)-4-oxobut-2-en-1-yl)triphenylphosphonium bromide [Br-].C(C)(C)(C)OC(/C=C/C[P+](C1=CC=CC=C1)(C1=CC=CC=C1)C1=CC=CC=C1)=O